(E)-2-fluoro-4-methoxy-N-(2-methoxy-5-(4-(4-(4-oxopent-2-enoyl)piperazin-1-yl)quinazolin-6-yl)pyridin-3-yl)benzene-sulfonamide FC1=C(C=CC(=C1)OC)S(=O)(=O)NC=1C(=NC=C(C1)C=1C=C2C(=NC=NC2=CC1)N1CCN(CC1)C(\C=C\C(C)=O)=O)OC